1-Benzyloxycarbonyl-hexahydropyridazine-3-carboxylic acid C(C1=CC=CC=C1)OC(=O)N1NC(CCC1)C(=O)O